2-[3'-tert-butyl-5'-(2-methoxycarbonylethyl)-2'-hydroxy-phenyl]-benzotriazole C(C)(C)(C)C=1C(=C(C=C(C1)CCC(=O)OC)N1N=C2C(=N1)C=CC=C2)O